C(#N)C1=C(C=C(C=C1)C1=CC=CC=C1)F 4'-cyano-3'-fluoro-[1,1'-biphenyl]